4-(3-(5-chloropyridin-2-yl)-1-methyl-1H-pyrazol-4-yl)-1H-pyrazolo[3,4-b]pyridine ClC=1C=CC(=NC1)C1=NN(C=C1C1=C2C(=NC=C1)NN=C2)C